BrCCCCCC1=C(C#N)C=CC=C1 (5-bromopentyl)benzonitrile